Cl.COC=1C=C(C=CC1OC)C=1N=C2N(CC(CC2)C2CCNCC2)C1 2-(3,4-dimethoxyphenyl)-6-(piperidin-4-yl)-5,6,7,8-tetrahydroimidazo[1,2-a]pyridine hydrochloride